CC\C=C/CC (Z)-hex-3-ene